4-chloro-3-methoxy-N-(4-methyl-3-nitrophenyl)benzamide ClC1=C(C=C(C(=O)NC2=CC(=C(C=C2)C)[N+](=O)[O-])C=C1)OC